3-cyclopropyl-N-isobutyl-6,7,8,9-tetrahydro-4H-benzo[g][1,2,4]benzoxadiazine-5-sulfonamide C1(CC1)C1=NOC2=C(N1)C(=C1C(=C2)CCCC1)S(=O)(=O)NCC(C)C